1,5-dimethyl-N-(2-(trifluoromethyl)pyridin-4-yl)-1H-indole-3-carboxamide CN1C=C(C2=CC(=CC=C12)C)C(=O)NC1=CC(=NC=C1)C(F)(F)F